1-(6-(dimethylphosphoryl)pyridin-2-yl)-2-isopropyl-6-(methylsulfinyl)-1,2-dihydro-3H-pyrazolo[3,4-d]pyrimidin-3-one CP(=O)(C)C1=CC=CC(=N1)N1N(C(C=2C1=NC(=NC2)S(=O)C)=O)C(C)C